COC\C=C/1\C[C@@]2(CCC(N2C1)=O)C(=O)OCC ethyl (S,Z)-2-(2-methoxyethylidene)-5-oxotetrahydro-1H-pyrrolizine-7a(5H)-carboxylate